7-(benzyloxy)-3-(tert-butyl)-3,4-dihydropyrazino[1,2-b]indazole C(C1=CC=CC=C1)OC1=CC=CC2=C3N(N=C12)CC(N=C3)C(C)(C)C